O=C(C(=O)OCC(F)(F)F)N1[C@H](CC[C@@H](C1)C)C=1C=NC(=C(C1)OC)C |r| 2,2,2-Trifluoroethyl 2-oxo-2-[rac-(2R,5S)-2-(5-methoxy-6-methyl-3-pyridyl)-5-methyl-1-piperidyl]acetate